2-butoxy-N,N-bis(4-methoxybenzyl)-5-nitro-6-(6-(pyrrolidin-1-yl)hexyl)pyrimidin-4-amine C(CCC)OC1=NC(=C(C(=N1)N(CC1=CC=C(C=C1)OC)CC1=CC=C(C=C1)OC)[N+](=O)[O-])CCCCCCN1CCCC1